CC1=C(C(S\C(=C(\C)/N(C=O)CC=2C(=NC(=NC2)C)N)\CCO)=O)C(=CC=C1)OC1=CC=CC=C1 (Z)-S-(2-(N-((4-amino-2-methylpyrimidin-5-yl)methyl)formamido)-5-hydroxypent-2-en-3-yl) 2-methyl-6-phenoxybenzothioate